BrC=1C(=CC2=C(C=C(S2)C(CCC(=O)OCC)=O)C1F)OC ethyl 4-(5-bromo-4-fluoro-6-methoxy-benzothien-2-yl)-4-oxobutyrate